C(C)OC([C@@H](N)CC1=CC=C(C=C1)[N+](=O)[O-])=O (S)-4-nitro-phenylalanine ethyl ester